FC1=CC=CC=2C(=NC(C(OC21)C)C)C=2C=NC1=C(C=CC=C1C2C)F 9-fluoro-5-(8-fluoro-4-methyl-3-quinolyl)-2,3-dimethyl-2,3-dihydro-1,4-benzoxazepine